(alphaR,9R)-7-[3,5-bis(trifluoromethyl)benzyl]-8,9,10,11-tetrahydro-9-methyl-5-(4-methylphenyl)-7H-[1,4]diazocino[2,1-g][1,7]naphthyridine-6,13-dione FC(C=1C=C(CN2C(C3=C(C=4C=CC=NC4C(N3CC[C@H](C2)C)=O)C2=CC=C(C=C2)C)=O)C=C(C1)C(F)(F)F)(F)F